(1-(4-cyclopropoxy-3-nitrophenyl)azetidin-3-yl)-4-methylpiperazine C1(CC1)OC1=C(C=C(C=C1)N1CC(C1)N1CCN(CC1)C)[N+](=O)[O-]